[N+](=O)([O-])C1=CC=C(S1)C(=O)NC1=C2C(=NC(=N1)C=1C=NC(=CC1)OCC(C(F)F)(F)F)N(N=C2)C2=CC=CC=C2 5-nitro-N-(1-phenyl-6-(6-(2,2,3,3-tetrafluoropropoxy)pyridin-3-yl)-1H-pyrazolo[3,4-d]pyrimidin-4-yl)thiophene-2-carboxamide